2-(2-((6-chlorohexyl)oxy)ethoxy)ethan-1-amine HCl salt Cl.ClCCCCCCOCCOCCN